ClC1=CC(=C(C=C1)[C@@H]1OC2=C(C=CC=C2CC1)C1CCN(CC1)CC1=NC2=C(N1C)C=C(C=C2OC(F)F)C(=O)O)F (R)-2-((4-(2-(4-Chloro-2-fluorophenyl)chroman-8-yl)piperidin-1-yl)methyl)-4-(difluoromethoxy)-1-methyl-1H-benzo[d]imidazole-6-carboxylic acid